[Si](C1=CC=CC=C1)(C1=CC=CC=C1)(C(C)(C)C)OC[C@@H]1[C@@H](C1)CO |r| rac-((1r,2s)-2-(((tert-butyldiphenylsilyl)oxy)methyl)cyclopropyl)methanol